ClC1=C(C#N)C=CC(=C1)N1CC2(C[C@H]1C)CCN(CC2)C2=CC=C(C=C2)C(=O)N2CCC(CC2)CN2CCN(CC2)C2=C(C=CC(=C2)NC2C(NC(CC2)=O)=O)F 2-Chloro-4-((3R)-8-(4-(4-((4-(5-((2,6-dioxopiperidin-3-yl)amino)-2-fluorophenyl)piperazin-1-yl)methyl)piperidine-1-carbonyl)phenyl)-3-methyl-2,8-diazaspiro[4.5]decan-2-yl)benzonitrile